(2R)-N2-(3'-chloro-4'-hydroxy[1,1'-biphenyl]-4-yl)-N1-[4-(propan-2-yl)phenyl]pyrrolidine-1,2-dicarboxamide ClC=1C=C(C=CC1O)C1=CC=C(C=C1)NC(=O)[C@@H]1N(CCC1)C(=O)NC1=CC=C(C=C1)C(C)C